4-[3-(3,4-dimethoxybenzyl)-6-ethoxy-2,4-dioxo-3,4-dihydroquinazolin-1(2H)-yl]piperidine-1-carbaldehyde COC=1C=C(CN2C(N(C3=CC=C(C=C3C2=O)OCC)C2CCN(CC2)C=O)=O)C=CC1OC